OC12CCC(CC1)(CC2)C2=C(C(=O)N)C=C(C=N2)C2=CC=C(C=C2)[C@]21CN(C[C@@H]1C2)C2CCOCC2 (4-hydroxybicyclo[2.2.2]octan-1-yl)-5-(4-((1S,5R)-3-(tetrahydro-2H-pyran-4-yl)-3-azabicyclo[3.1.0]hexan-1-yl)phenyl)nicotinamide